BrC1=C2C=NN(C2=CC(=C1C1C(C1)C)Cl)C1OCCCC1 4-bromo-6-chloro-5-[2-methylcyclopropyl]-1-tetrahydropyran-2-yl-indazole